tert-butyl (2's,7r)-2-(2,2-difluoroethyl)-2'-methyl-spiro[4,5-dihydrothieno[2,3-C]pyran-7,4'-piperidine]-1'-carboxylate FC(CC1=CC2=C(S1)[C@@]1(C[C@@H](N(CC1)C(=O)OC(C)(C)C)C)OCC2)F